5-amino-2H-[1,2,4]triazole NC=1N=CNN1